ClC1=C(C=CC=C1Cl)N1NCC2=CC=C(C=C12)N1CCC2(CC1)CC1=CC=CC=C1C2 N-((S)-1'-(2,3-dichlorophenyl)-2H-indazol-6-yl)-1,3-dihydrospiro[indene-2,4'-piperidine]